C(C)(=O)C=1C(=NC(=CC1)C=1C=NN2C1C=CC(=C2)OC=2N=NC(=CC2)Cl)N2N=C(C=C2C)C#N 1-[3-acetyl-6-[6-(6-chloropyridazin-3-yl)oxypyrazolo[1,5-a]pyridin-3-yl]-2-pyridyl]-5-methylpyrazole-3-carbonitrile